N-(2-cyanobutan-2-yl)-2-(5-(3,5-dichloro-4-fluorophenyl)-5-(trifluoromethyl)-4,5-dihydroisoxazol-3-yl)-2,3-dihydro-1H-pyrrolo[3,4-c]pyridine-6-carboxamide C(#N)C(C)(CC)NC(=O)C1=CC2=C(C=N1)CN(C2)C2=NOC(C2)(C(F)(F)F)C2=CC(=C(C(=C2)Cl)F)Cl